2-chloro-4-{[3-fluoro-5-(trifluoromethyl)phenyl]methyl}pyridine ClC1=NC=CC(=C1)CC1=CC(=CC(=C1)C(F)(F)F)F